FC=1N=C(SC1CN1CC2(C[C@@H]1C)OCC1=CC=CC=C12)NC(C)=O N-(4-fluoro-5-(((5's)-5'-methyl-3H-spiro[isobenzofuran-1,3'-pyrrolidin]-1'-yl)methyl)thiazol-2-yl)acetamide